OC1CC(C1)NC(OC(C)(C)C)=O tertbutyl ((1r,3r)-3-hydroxycyclobutyl)carbamate